ClC1=C(C=C(C=C1OC)C=1C=C2CN(CC2=CC1)C(=O)NC1=CNC2=CC=CC=C12)OC 5-(4-chloro-3,5-dimethoxyphenyl)-N-(1H-indol-3-yl)isoindoline-2-carboxamide